C1=C(C=CC2=CC=CC=C12)C=1C=C2C=CC(=C(C2=CC1)C1=C(C=CC2=CC(=CC=C12)C1=CC2=CC=CC=C2C=C1)OC1=CC=C(C=C1)CO)OC1=CC=C(C=C1)CO [(6,6'-bis(naphthalen-2-yl)[1,1'-binaphthalene]-2,2'-diyl)bis(oxy-4,1-phenylene)]dimethanol